FC=1C=C(C=CC1F)CNC(=O)C=1OC(=CC1)C1=C(C(=NC(=C1C(N)=O)CC(C)C)CCC1=CC=C(C=C1)F)C=1OC(=NN1)C N-(3,4-difluorophenyl)methyl-5-{5-carbamoyl-2-[2-(p-fluorophenyl)ethyl]-6-isobutyl-3-(5-methyl-1,3,4-oxadiazol-2-yl)-4-pyridyl}-2-furamide